C1(CC1)CN1C=C(C2=NN(C(C(=C21)C=2C=NC(=CC2)OC(F)F)=O)C2=CC1=CN(N=C1C=C2)C)C#N 5-(cyclopropylmethyl)-4-(6-(difluoromethoxy)pyridin-3-yl)-2-(2-methyl-2H-indazol-5-yl)-3-oxo-3,5-dihydro-2H-pyrrolo[3,2-c]pyridazine-7-carbonitrile